CS(=O)(=O)N1CCNCC1 (methanesulfonyl)piperazin